ClCCNC(=O)NC=1C(=NC(=NC1)C1=CC(=C(C=C1)C(F)(F)F)Cl)N1CC(CC1)CNC(OC(C)(C)C)=O tert-butyl N-[[1-[5-(2-chloroethylcarbamoylamino)-2-[3-chloro-4-(trifluoromethyl)phenyl]pyrimidin-4-yl]pyrrolidin-3-yl]methyl]carbamate